C[Si](O[Si](O[Si](C)(C)C)(O[Si](C)(C)C)C=CC1=CC=CC=C1)(C)C tris(trimethylsilyloxy)silyl-styrene